2-methyl-N-(1-methylpiperidin-4-yl)-5-((5-(trifluoromethyl)furan-2-yl)methoxy)benzofuran-3-carboxamide CC=1OC2=C(C1C(=O)NC1CCN(CC1)C)C=C(C=C2)OCC=2OC(=CC2)C(F)(F)F